FC1=C2C=CN(C2=C(C=C1)C(=O)NC1CC2(CCC2)C1)CC1=CC=C(C=C1)C1=CC(=NC=C1)C(NC)=O (Sa)-6-(4-Fluoro-1-(4-(2-(methylcarbamoyl)pyridin-4-yl)benzyl)-1H-indol-7-carboxamido)spiro[3.3]heptan